(4-amino-1,3-dihydrofuro[3,4-c][1,7]naphthyridin-8-yl)(5-methyl-2-(3'H-spiro[cyclopropane-1,1'-isobenzofuran]-6'-yl)piperidin-1-yl)methanone NC1=NC=2C=NC(=CC2C2=C1COC2)C(=O)N2C(CCC(C2)C)C2=CC=C1COC3(C1=C2)CC3